4-(1-(2,4-dimethyl-5-(5-((tetrahydro-furan-3-yl)amino)-4H-1,2,4-triazol-3-yl)benzoyl)piperidin-4-yl)benzonitrile CC1=C(C(=O)N2CCC(CC2)C2=CC=C(C#N)C=C2)C=C(C(=C1)C)C1=NN=C(N1)NC1COCC1